2-[2-(2-{5'-fluoro-3-methyl-1'-[(1-methylpiperidin-4-yl)methyl]-1H,1'H-[4,6'-biindazol]-1-yl}acetamido)acetamido]acetic acid FC=1C=C2C=NN(C2=CC1C=1C=2C(=NN(C2C=CC1)CC(=O)NCC(=O)NCC(=O)O)C)CC1CCN(CC1)C